7-(5-(6-cyano-8-fluoro-1-methyl-[1,2,4]triazolo[4,3-a]quinolin-7-yl)-1-methyl-1H-pyrazol-4-yl)-1-(hydroxymethyl)-4-oxo-3,4-dihydropyrido[3,4-d]pyridazine C(#N)C1=C2C=CC=3N(C2=CC(=C1C1=C(C=NN1C)C1=CC2=C(C(NN=C2CO)=O)C=N1)F)C(=NN3)C